(Z)-4-(1-(4-amino-2-fluorobut-2-en-1-yl)-6-fluoro-1H-benzo[d]imidazol-4-yl)-N-cyclopropylbenzenesulfonamide hydrochloride Cl.NC\C=C(\CN1C=NC2=C1C=C(C=C2C2=CC=C(C=C2)S(=O)(=O)NC2CC2)F)/F